ClC=1C(=CC2=C(NC(=N2)C)C1)C#CC1=NN(C(=C1C(=O)N)NC)[C@@H]1CN([C@H](C1)COC)C(C=C)=O 3-[2-(6-Chloro-2-methyl-1H-1,3-benzodiazol-5-yl)ethynyl]-1-[(3S,5R)-5-(methoxymethyl)-1-(prop-2-enoyl)pyrrolidin-3-yl]-5-(methylamino)pyrazole-4-carboxamid